Diethyl (2-(6-aminopyrimidin-4-yl)-5-(pyrimidin-5-yl)benzyl)propanedioate NC1=CC(=NC=N1)C1=C(CC(C(=O)OCC)C(=O)OCC)C=C(C=C1)C=1C=NC=NC1